4-(7-amino-5-(1-methyl-1H-pyrazol-4-yl)-2,3-dihydrobenzofuran-4-yl)piperazine-1-carboxylic acid tert-butyl ester C(C)(C)(C)OC(=O)N1CCN(CC1)C1=C(C=C(C2=C1CCO2)N)C=2C=NN(C2)C